NC1=NC=C(C=2N=C(N=CC21)NC2CCC(CC2)O)C2=CC(=C(C=C2)F)F (1R,4R)-4-((5-amino-8-(3,4-difluorophenyl)pyrido[4,3-d]pyrimidin-2-yl)amino)cyclohexan-1-ol